ClC1=C(C(=CC(=N1)N1CC2(C1)CC(C2)C(=O)O)C(F)(F)F)C#N 2-(6-chloro-5-cyano-4-(trifluoromethyl)pyridin-2-yl)-2-azaspiro[3.3]heptan-6-carboxylic acid